BrC=1C=C2C=NN(C2=C(C1)C1OCCO1)COCC[Si](C)(C)C 5-Bromo-7-(1,3-dioxolan-2-yl)-1-{[2-(trimethylsilyl)ethoxy]methyl}indazole